ClC1=CC=C(C=C1)C[C@@H](C(N[C@H](C=O)C[C@H]1C(NCC1)=O)=O)NC(OC(C(F)(F)C1=CC(=CC=C1)Cl)C1=CC=CC=C1)=O 2-(3-chlorophenyl)-2,2-difluoro-1-phenylethyl ((S)-3-(4-chlorophenyl)-1-oxo-1-(((S)-1-oxo-3-((S)-2-oxopyrrolidin-3-yl)propan-2-yl)amino)propan-2-yl)carbamate